ICCCCN1C(C=CC1)=O 4-iodobutyl-1H-pyrrol-2(5H)-one